2-(1-isobutyl-1H-benzo[d]imidazol-2-yl)ethan-1-amine dihydrochloride Cl.Cl.C(C(C)C)N1C(=NC2=C1C=CC=C2)CCN